CC1=CC=C(C=C1)N1CC2=CC=CCC2CC1 N-p-methylphenyl-tetrahydroisoquinoline